ClC1=C(C=C(C=C1)F)[C@]1(C=2N(CC(N1)=O)C(=NC2NC(=O)C2=NSC1=C2C=C(C=C1)F)C(NC([2H])([2H])[2H])=O)[2H] (S)-N-(8-(2-chloro-5-fluorophenyl)-3-((methyl-d3)carbamoyl)-6-oxo-5,6,7,8-tetrahydroimidazo[1,5-a]pyrazin-1-yl-8-d)-5-fluorobenzo[d]isothiazole-3-carboxamide